[4-(4-Hydroxyphenyl)piperazin-1-yl]-(2-morpholino-6-phenyl-4-pyridyl)methanone OC1=CC=C(C=C1)N1CCN(CC1)C(=O)C1=CC(=NC(=C1)C1=CC=CC=C1)N1CCOCC1